N-(3-aminopropyl)-2-aminoethanesulfonic acid NCCCNCCS(=O)(=O)O